N1CC(C1)C=1C=CC(=NC1)OC1=CC(=CC=C1)Cl 5-(azetidin-3-yl)-2-(3-chlorophenoxy)pyridine